C1(C#CCCCCCCCN1)=O decynolactam